C1N(CC12CCCNC2)CCNC=2C=NC1=CC=C(C=C1C2)C=2N=CNC2C2=NC(=CC=C2)C N-[2-(2,8-diazaspiro[3.5]nonan-2-yl)ethyl]-6-[5-(6-methyl-2-pyridyl)-1H-imidazol-4-yl]quinolin-3-amine